N1C=C(C2=CC=CC=C12)C=1C=NN(C1)C=1C=CC2=C(N=C(O2)N2CCOCC2)C1 5-(4-(1H-indol-3-yl)-1H-pyrazol-1-yl)-2-morpholino-benzo[d]oxazole